C(C)(=O)NC1=CC(=NC=N1)C1(CCN(CC1)C(=O)OC(C)(C)C)O tert-Butyl 4-(6-acetamidopyrimidin-4-yl)-4-hydroxypiperidine-1-carboxylate